(3S*,4R*)-4-(3,5-difluoropyridin-4-yl)-2-oxopyrrolidine-3-carboxylic acid FC=1C=NC=C(C1[C@H]1[C@@H](C(NC1)=O)C(=O)O)F |o1:7,8|